COC1=CC=C(C=C1)C1(C=CC2=C(O1)C=1C=C(C(=CC1C1=C2C(C2=CC=CC=C21)(C(F)(F)F)OC)N2CCN(CC2)C(NC2=CC=C(C=C2)C2=CC=C(C=C2)C2=CC=CC=C2)=O)OC)C2=CC=C(C=C2)OC 3,3-bis(4-methoxyphenyl)-7-(4-([1,1':4',1''-terphenyl]-4-ylcarbamoyl)piperazin-1-yl)-6,13-dimethoxy-13-trifluoromethyl-3,13-dihydro-indeno[2',3':3,4]naphtho[1,2-b]pyran